tert-butyl 2-(1-(3-methoxyphenyl)imidazo[1,5-a]pyridin-3-yl)pyrrolidine-1-carboxylate COC=1C=C(C=CC1)C=1N=C(N2C1C=CC=C2)C2N(CCC2)C(=O)OC(C)(C)C